C1(CC1)OC=1C=CC(=NC1)C1=NSC(=N1)NC1=CC=C(C=N1)N1CCN(CC1)C(=O)OC(C)(C)C tert-butyl 4-(6-((3-(5-cyclopropoxypyridin-2-yl)-1,2,4-thiadiazol-5-yl) amino)pyridin-3-yl)piperazine-1-carboxylate